N-(1-((6-cyclopropylimidazo[1,2-a]pyridin-2-yl)methyl)-2,3-dihydro-1H-pyrido[3,4-b][1,4]oxazin-7-yl)-1,1-diphenylmethanimine C1(CC1)C=1C=CC=2N(C1)C=C(N2)CN2C1=C(OCC2)C=NC(=C1)N=C(C1=CC=CC=C1)C1=CC=CC=C1